N,N'-{(7-benzyl-1,4,7-triazecane-1,4-diyl)bis[methylene(2-hydroxy-5-methyl-3,1-phenylene)]}bis(2,3-dihydroxypropanamide) C(C1=CC=CC=C1)N1CCN(CCN(CCC1)CC=1C(=C(C=C(C1)C)NC(C(CO)O)=O)O)CC=1C(=C(C=C(C1)C)NC(C(CO)O)=O)O